3-(4-(ethylsulfonamido)-3-(pyridin-4-ylmethoxy)phenyl)-5-(pyrazin-2-ylamino)-1H-pyrazole-4-carboxamide C(C)S(=O)(=O)NC1=C(C=C(C=C1)C1=NNC(=C1C(=O)N)NC1=NC=CN=C1)OCC1=CC=NC=C1